N1=C(C=CC=C1)CC#N 2-(pyridin-2-yl)-acetonitrile